C(C)(C)(C)OC(=O)N1CC(C1)(C)[C@](O)(C1=CC=C(C=C1)CC)C1=CC(=CC=C1)C1=NC(=NO1)COC1CCC1 3-[(S)-[3-(3-Cyclobutoxymethyl-[1,2,4]oxadiazol-5-yl)-phenyl]-(4-ethyl-phenyl)-hydroxy-methyl]-3-methyl-azetidine-1-carboxylic acid tert-butyl ester